FC=1C=C(COC=2C=C3N(C(N2)=O)CC2N3COC2)C=C(C1OC=1C=NN(C1)C)F 6-((3,5-difluoro-4-((1-methyl-1H-pyrazol-4-yl)oxy)benzyl)oxy)-10,10a-dihydro-1H-oxazolo[3',4':3,4]imidazo[1,2-c]pyrimidin-8(3H)-one